FC([C@@H](C)N1N=NC2=C1C=C(C=C2)C=2C=CN1N=C(N=C(C12)OC)NCC(C#N)(C)C)F (R)-3-((5-(1-(1,1-difluoropropan-2-yl)-1H-benzo[d][1,2,3]triazol-6-yl)-4-methoxypyrrolo[2,1-f][1,2,4]triazin-2-yl)amino)-2,2-dimethylpropanenitrile